9-decyl-1,4,7-triazacyclodecane-8,10-dione C(CCCCCCCCC)C1C(NCCNCCNC1=O)=O